[Si](C1=CC=CC=C1)(C1=CC=CC=C1)(C(C)(C)C)OC1=CC=2CC[C@H]3[C@@H]4CCC([C@@]4(C)CC[C@@H]3C2C=C1)=O 3-Tert-butyldiphenylsilyloxy-estra-1,3,5(10)-trien-17-one